tert-butyl 6-[[3-(difluoromethyl)-5-methyl-pyrazol-1-yl] methyl]-2-azaspiro[3.3]heptane-2-carboxylate FC(C1=NN(C(=C1)C)CC1CC2(CN(C2)C(=O)OC(C)(C)C)C1)F